[O-]S(=O)(=O)C(F)(F)F.C(CCCCCCCCC)[NH+]1C(CCC1)CC 1-Decyl-2-ethylpyrrolidinium triflat